C(CCCCC)C(CCOC(CCCCCN(CCCCCC(=O)OCCC(CCCCCC)CCCCCC)C[C@@H](CN(CCO)CCO)O)=O)CCCCCC (S)-Bis(3-hexylnonyl)-6,6'-((3-(bis(2-hydroxyethyl)amino)-2-hydroxypropyl)azanediyl)dihexanoate